5-amino-3-[2-(6-chloro-4-cyclopropyl-3-fluorocinnolin-7-yl)ethynyl]-1-[(3S,5R)-5-(methoxymethyl)-1-(prop-2-enoyl)pyrrolidin-3-yl]pyrazole-4-carboxamide NC1=C(C(=NN1[C@@H]1CN([C@H](C1)COC)C(C=C)=O)C#CC1=C(C=C2C(=C(N=NC2=C1)F)C1CC1)Cl)C(=O)N